C(C)(C)(C)[AsH2] tertiarybutyl-arsine